FC(C(C(F)(F)F)(OC(C(S(=O)(=O)F)(F)F)(F)F)F)(OC(=C(F)F)F)F 2-[1-[difluoro-[(trifluoroethenyl)oxy]methyl]-1,2,2,2-tetrafluoroethoxy]-1,1,2,2-tetrafluoro-ethanesulfonyl fluoride